Methyl 3beta-hydroxy-cholest-5-en-19-oate O[C@@H]1CC2=CC[C@H]3[C@@H]4CC[C@H]([C@@H](CCCC(C)C)C)[C@]4(CC[C@@H]3[C@]2(CC1)C(=O)OC)C